2-(2-(((5-chloro-2-(1H-tetrazol-1-yl)phenyl)amino)-2-oxoacetylamino)-3-phenylpropionamido)benzo[b]thiophene-2-carboxylic acid ClC=1C=CC(=C(C1)NN(C(C(=O)NC1(CC2=C(S1)C=CC=C2)C(=O)O)CC2=CC=CC=C2)C(C=O)=O)N2N=NN=C2